N-methyl-4-nitro-N-(1-pent-4-enylhexa-5-enyl)benzenesulfonamide CN(S(=O)(=O)C1=CC=C(C=C1)[N+](=O)[O-])C(CCCC=C)CCCC=C